CCS(=O)(=O)C1=NN=C(S1)N(C)C(=O)NC Sulfodiazol